3-{2-[(6,6-dimethylpiperidin-3-yl)amino]-5-(trifluoromethyl)pyrimidin-4-yl}-6,7-dimethyl-1H,4H,5H,6H,7H,8H-pyrrolo[2,3-c]azepin-8-one CC1(CCC(CN1)NC1=NC=C(C(=N1)C1=CNC=2C(N(C(CCC21)C)C)=O)C(F)(F)F)C